C(C1=CC=CC=C1)OC(=O)N[C@@H](CCCCNC(CCCCCNC(CN(CC(NCCO[C@H]1[C@@H](O)[C@H](O)[C@H](O)[C@@H](O1)C)=O)CC(=O)NCCO[C@H]1[C@@H](O)[C@H](O)[C@H](O)[C@@H](O1)C)=O)=O)C(=O)O (S)-21-{[(benzyloxy)carbonyl]amino}-1-[(α-L-fucopyranosyl)oxy]-6-[2-({2-[(α-L-fucopyranosyl)oxy]ethyl}amino)-2-oxoethyl]-4,8,15-trioxo-3,6,9,16-tetraazadocosan-22-oic acid